FC=1C=C(C=C2CN(C(C12)=O)C1C(NC(CC1)=O)=O)N1CCN(CC1)CCCCCOC1=CC=C(C=C1)\C(=C(\CC)/C1=CC=CC=C1)\C1=CC=C(C=C1)O (Z)-3-(7-fluoro-5-(4-(5-(4-(1-(4-hydroxyphenyl)-2-phenylbut-1-en-1-yl)phenoxy)pentyl)piperazin-1-yl)-1-oxoisoindolin-2-yl)piperidine-2,6-dione